methyl 5-aminopyridazine-4-carboxylate NC=1C(=CN=NC1)C(=O)OC